[Cr].[In] indium-chromium